Ethyl 4-(6-(methoxymethoxy)-8-(4,4,5,5-tetramethyl-1,3,2-dioxaborolan-2-yl)naphthalen-1-yl)but-3-ynoate COCOC=1C=C2C=CC=C(C2=C(C1)B1OC(C(O1)(C)C)(C)C)C#CCC(=O)OCC